ClC1=C(N=C(S1)NC(=O)NCCO)[C@](C)(C#C)C1=CC=C(C=C1)Cl (R)-1-(5-chloro-4-(2-(4-chlorophenyl)but-3-yn-2-yl)thiazol-2-yl)-3-(2-hydroxyethyl)urea